2-(3-fluoro-5-((5-methyl-2-((1-(1-(oxetan-3-yl)piperidin-4-yl)-1H-pyrazol-4-yl)amino)thieno[2,3-d]pyrimidin-4-yl)amino)phenyl)propan-2-ol FC=1C=C(C=C(C1)NC=1C2=C(N=C(N1)NC=1C=NN(C1)C1CCN(CC1)C1COC1)SC=C2C)C(C)(C)O